[Cl-].C(C1=CC=CC=C1)[P+](C1=CC=CC=C1)(C1=CC=CC=C1)C1=CC=CC=C1 Benzyltriphenyl-phosphonium chloride